2-chloro-6-((4-methoxybenzyl)oxy)-3-(trifluoromethyl)pyridine ClC1=NC(=CC=C1C(F)(F)F)OCC1=CC=C(C=C1)OC